N-((S)-2,2-Dicyclopropyl-1-(7-((S)-1-(5,5-difluoro-2-oxotetrahydropyrimidin-1(2H)-yl)-2-methoxyethyl)imidazo[1,2-b]pyridazin-2-yl)ethyl)-4-methyl-1,2,5-oxadiazole-3-carboxamide C1(CC1)C([C@@H](C=1N=C2N(N=CC(=C2)[C@@H](COC)N2C(NCC(C2)(F)F)=O)C1)NC(=O)C1=NON=C1C)C1CC1